N[C@H](C(=O)O)CC1=CC=C(C=C1)C=1C=NN(C1)CCCC(=O)N(C)C (S)-2-amino-3-(4-(1-(4-(dimethylamino)-4-oxobutyl)-1H-pyrazol-4-yl)phenyl)propanoic acid